FC1=CC(=C(C=C1)N1N=CC=C1CN1C=NC=C1)C(C)O 1-({1-[4-fluoro-2-(1-hydroxyethyl)phenyl]-1H-pyrazol-5-yl}methyl)-1H-imidazole